ClC1=C(C=CC=C1)NC(=O)C=1C=CC(=NC1)NC1=NC(=NC=C1F)NC1=CC=C(C(=O)OC)C=C1 methyl 4-((4-((5-((2-chlorophenyl)carbamoyl)pyridin-2-yl)amino)-5-fluoropyrimidin-2-yl)amino)benzoate